C[C@@H]1CN(CC=2C=CC(=NC12)NC1CCNCC1)C=1C=2N(C(=CC1)C#N)N=CC2 (R)-4-(8-methyl-2-(piperidin-4-ylamino)-7,8-dihydro-1,6-naphthyridin-6(5H)-yl)pyrazolo[1,5-a]pyridine-7-carbonitrile